(S)-6-isopropyl-N-((S)-1-(5-(1-methyl-2-oxo-1,2-dihydroquinolin-6-yl)oxazol-2-yl)-7-oxononyl)-6-azaspiro[2.5]octane-1-carboxamide C(C)(C)N1CCC2(C[C@@H]2C(=O)N[C@@H](CCCCCC(CC)=O)C=2OC(=CN2)C=2C=C3C=CC(N(C3=CC2)C)=O)CC1